C1(CC1)C=1C=C(C(=C(C1)O)C=1C=2N(C(=NN1)N[C@H]1CN(CCC1)CC)C=CC2F)F 5-cyclopropyl-2-(4-{[(3R)-1-ethylpiperidin-3-yl]amino}-8-fluoropyrrolo[1,2-d][1,2,4]triazin-1-yl)-3-fluorophenol